(3E)-1-chloro-15,15-diethoxy-3-pentadecene ClCC\C=C\CCCCCCCCCCC(OCC)OCC